N-{4-[3-(4-Chlorophenyl)-6,6-dimethyl-4-oxo-4,5,6,7-tetrahydro-1H-pyrrolo[3,2-c]pyridin-2-yl]pyridin-2-yl}-2-(4-fluorophenyl)acetamid ClC1=CC=C(C=C1)C1=C(NC2=C1C(NC(C2)(C)C)=O)C2=CC(=NC=C2)NC(CC2=CC=C(C=C2)F)=O